N1N=CC=C1N(C(C=CC1=CC=CC=C1)=O)CC=1SC=CC1 N-(1H-pyrazol-5-yl)-N-(thiophen-2-ylmethyl)cinnamamide